[Br-].C(C([2H])([2H])[2H])([2H])([2H])C1=C(C=CC=C1)P(C1=CC=CC=C1)C1=CC=CC=C1 (ethyl-d5)triphenylphosphine bromide